4-(1-(Quinolin-8-ylsulfonyl)-2,3-dihydro-1H-pyrrolo[2,3-c]pyridin-4-yl)benzonitrile N1=CC=CC2=CC=CC(=C12)S(=O)(=O)N1CCC=2C1=CN=CC2C2=CC=C(C#N)C=C2